trans-4-((4-(1-Isopropyl-1H-pyrazol-4-yl)pyridin-2-yl)((4-(4-methoxy-3-methylphenyl)bicyclo[2.2.2]octan-1-yl)methyl)carbamoyl)cyclohexanecarboxylic acid C(C)(C)N1N=CC(=C1)C1=CC(=NC=C1)N(C(=O)[C@@H]1CC[C@H](CC1)C(=O)O)CC12CCC(CC1)(CC2)C2=CC(=C(C=C2)OC)C